2,2-Difluoroethyl 5-fluoro-2-((pyrazolo[1,5-a]pyrimidine-3-carboxamido)methyl)benzofuran-7-carboxylate FC=1C=C(C2=C(C=C(O2)CNC(=O)C=2C=NN3C2N=CC=C3)C1)C(=O)OCC(F)F